NC1=CC(=C(C=C1SC)C1=NC=C(C2=C1C(=NO2)N)C=2C=NNC2)Cl 4-(4-amino-2-chloro-5-(methylthio)phenyl)-7-(1H-pyrazol-4-yl)isoxazolo[4,5-c]pyridin-3-amine